C1(=CC=CC=C1)C(C(=O)ONC(OCC(Cl)(Cl)Cl)=O)CC 2,2,2-trichloroethyl ((2-phenylbutanoyl)oxy)carbamate